1-amino-3-mercaptoimidazole NN1CN(C=C1)S